5-chloro-2,7-bis(trifluoromethyl)imidazo[1,2-a]pyridine ClC1=CC(=CC=2N1C=C(N2)C(F)(F)F)C(F)(F)F